(S)-4-chloro-2-(4-((4-fluorophenyl)(2-hydroxyethyl)amino)phenyl)-5-(((tetrahydro-2H-pyran-3-yl)methyl)amino)pyridazin-3(2H)-one ClC=1C(N(N=CC1NC[C@H]1COCCC1)C1=CC=C(C=C1)N(CCO)C1=CC=C(C=C1)F)=O